(R)-N-((R)-2-(difluoromethoxy)-1-(3-(difluoromethoxy)phenyl)ethyl)-3-hydroxy-4,4-dimethylpentanamide FC(OC[C@@H](C1=CC(=CC=C1)OC(F)F)NC(C[C@H](C(C)(C)C)O)=O)F